bis-t-butylamino-pentafluoroethyl-silane C(C)(C)(C)N[SiH](C(C(F)(F)F)(F)F)NC(C)(C)C